1-(3-(4-amino-3-(4-phenoxyphenyl)-1H-pyrazolo[3,4-d]pyrimidin-1-yl)piperidin-1-yl)-3-(4-fluorophenyl)prop-2-en-1-one NC1=C2C(=NC=N1)N(N=C2C2=CC=C(C=C2)OC2=CC=CC=C2)C2CN(CCC2)C(C=CC2=CC=C(C=C2)F)=O